chloro-mandelic acid ClC(C(=O)O)(O)C1=CC=CC=C1